Fmocβ-alanine C(=O)(OCC1C2=CC=CC=C2C2=CC=CC=C12)NCCC(=O)O